N-(3-(6-((2,6-Dioxopiperidin-3-yl)amino)pyrimidin-4-yl)prop-2-yn-1-yl)-5-(8-(7-isopropyl-1,3-dimethyl-2-oxo-2,3-dihydro-1H-benzo[d]imidazol-5-yl)isoquinolin-3-yl)picolinamide O=C1NC(CCC1NC1=CC(=NC=N1)C#CCNC(C1=NC=C(C=C1)C=1N=CC2=C(C=CC=C2C1)C1=CC2=C(N(C(N2C)=O)C)C(=C1)C(C)C)=O)=O